NC1=CC=CC(=C1OC)B1OC(C(O1)(C)C)(C)C 6-amino-2-(4,4,5,5-tetramethyl-1,3,2-dioxaborolan-2-yl)anisole